NC1=NC=CC(=C1Cl)SC1=CN=C(C(=N1)C(=O)N)N1CCC2(CC1)[C@@H](C1=CC=CC(=C1C2)OC)N (S)-6-((2-amino-3-chloropyridin-4-yl)thio)-3-(1-amino-4-methoxy-1,3-dihydrospiro[inden-2,4'-piperidin]-1'-yl)pyrazine-2-carboxamide